C[C@H]([C@H]([C@H]1[C@@H]([C@H](C[C@](O1)(C(=O)O)OP(=O)(O)OC[C@@H]2[C@H]([C@H]([C@@H](O2)N3C=CC(=NC3=O)N)O)O)O)NC(=O)C)NC(=O)C)O The molecule is a CMP-sugar having N,N-diacetyllegionaminic acid as the sugar component. It derives from a legionaminic acid. It is a conjugate acid of a CMP-N,N-diacetyllegionaminate(2-).